P(=O)(OC(C)(C)C)(OC(C)(C)C)OC1=C2C=CNC2=CC=C1 di-tert-butyl 1H-indol-4-yl phosphate